C1(=CC=CC=C1)[C@@H](CNC(=N)N)C (S)-1-(2-phenylpropyl)guanidine